O-(1-isopropylallyl)hydroxylamine hydrochloride Cl.C(C)(C)C(C=C)ON